tert-butyl N-(1,3-benzoxazol-5-yl)-N-methyl-carbamate O1C=NC2=C1C=CC(=C2)N(C(OC(C)(C)C)=O)C